3-tert-Butoxycarbonyl-3-azabicyclo[4.1.0]heptane-1-carboxylic acid C(C)(C)(C)OC(=O)N1CC2(CC2CC1)C(=O)O